(+/-)-trans-3-((5-fluoro-2-(5-fluoro-4-methyl-1H-pyrrolo[2,3-b]pyridin-3-yl)pyrimidin-4-yl)amino)bicyclo[2.2.2]octane-2-carboxylic acid FC=1C(=NC(=NC1)C1=CNC2=NC=C(C(=C21)C)F)NC2C(C1CCC2CC1)C(=O)O